NC(CO)(CC)C 2-amino-2-methylbutanol